C(\C=C/C(=O)O)(=O)O.C1=CC=CC=2SC3=CC=CC=C3NC12 phenothiazine maleate